N,N,N-triethyl-butyl-ammonium bromide [Br-].C(C)[N+](CC)(CC)CCCC